7-methoxy-N-(2-(methoxy-d3)-4-(2-methoxyethoxy)phenyl)quinolin-4-amine COC1=CC=C2C(=CC=NC2=C1)NC1=C(C=C(C=C1)OCCOC)OC([2H])([2H])[2H]